tert-butyl (S)-(1-(3-(4-chloro-3-(N-(4-methoxybenzyl)methylsulfonamido)-1-methyl-1H-indazol-7-yl)-4-oxo-3,4-dihydropyrido[2,3-d]pyrimidin-2-yl)-2-(3,5-difluorophenyl)ethyl)carbamate ClC1=C2C(=NN(C2=C(C=C1)N1C(=NC2=C(C1=O)C=CC=N2)[C@H](CC2=CC(=CC(=C2)F)F)NC(OC(C)(C)C)=O)C)N(S(=O)(=O)C)CC2=CC=C(C=C2)OC